CS(=O)(=O)NCC=1C=CC(=C(C1)S(=O)(=O)N)C(=O)OC 5-methanesulfonamidomethyl-2-methoxycarbonyl-benzenesulfonamide